ClC1=CC=C(C=C1)N1N=C(C=C1)OC\C=C(/C(/C(=O)NC)=N\OC)\C (Z,2E)-5-[1-(4-chlorophenyl)pyrazol-3-yl]oxy-2-methoxyimino-N,3-dimethylpent-3-enamide